N1-(2-methyl-1-naphthyl)-N2-(phenylmethyl)-ethanediamide CC1=C(C2=CC=CC=C2C=C1)NC(C(=O)NCC1=CC=CC=C1)=O